1-hexyl-1-methyl-silacyclobutane C(CCCCC)[Si]1(CCC1)C